ClC1=CC(=C2C(=CNC2=C1Cl)C=1C=NNC1)OC1CC(CC1)O 3-((6,7-Dichloro-3-(1H-pyrazol-4-yl)-1H-indol-4-yl)oxy)cyclopentan-1-ol